N1-cyclobutyl-4-fluoro-5-(2H-1,2,3,4-tetrazol-5-yl)benzene-1,2-diamine C1(CCC1)NC=1C(=CC(=C(C1)C=1N=NNN1)F)N